3-chloro-4-(2-(4-tosylpiperazin-1-yl)ethoxy)benzaldehyde ClC=1C=C(C=O)C=CC1OCCN1CCN(CC1)S(=O)(=O)C1=CC=C(C)C=C1